6-(methylsulfonyl)pyridin-2-amine CS(=O)(=O)C1=CC=CC(=N1)N